C(CC#C)OC(CCN(C(CCCCCCC(=O)OCCCCCCCCC)=O)CCCN(C)C)=O nonyl 8-((3-(but-3-yn-1-yloxy)-3-oxopropyl)(3-(dimethylamino)propyl)amino)-8-oxooctanoate